methyl 2-methyl-6-(o-tolyloxy)indolizine-3-carboxylate CC=1C=C2C=CC(=CN2C1C(=O)OC)OC1=C(C=CC=C1)C